NC=1C=2N(C=CN1)C(=NC2C2=CC=C(C(=O)NC1=NC=CC=C1)C=C2)[C@H]2N(CCC2)C(C2=CC=C(C=C2)C=2N=C(N1C2C(=NC=C1)N)[C@H]1NCCC1)=O 4-[8-amino-3-[(2S)-1-[4-[8-amino-3-[(2S)-pyrrolidin-2-yl]-imidazo[1,5-a]pyrazin-1-yl]-benzoyl]pyrrolidin-2-yl]-imidazo[1,5-a]pyrazin-1-yl]-N-(2-pyridyl)benzamide